CSC1=NC=CC(=N1)N 2-methylmercapto-4-aminopyrimidine